1-(2,2-difluoroethyl)-N-((3aR,5s,6aS)-2-(3-(trifluoromethyl)pyrazin-2-yl)octahydrocyclopenta[c]pyrrol-5-yl)-1H-pyrazolo[3,4-b]pyrazin-6-amine FC(CN1N=CC=2C1=NC(=CN2)NC2C[C@@H]1[C@@H](CN(C1)C1=NC=CN=C1C(F)(F)F)C2)F